bis(7-(4-(4-(benzo[b]thiophen-4-yl)piperazin-1-yl)butoxy)quinolin-2-yl) succinate C(CCC(=O)OC1=NC2=CC(=CC=C2C=C1)OCCCCN1CCN(CC1)C1=CC=CC=2SC=CC21)(=O)OC2=NC1=CC(=CC=C1C=C2)OCCCCN2CCN(CC2)C2=CC=CC=1SC=CC12